N-[(Z)-3-fluoro-2-[[2-[2-(isopropylamino)-2-oxo-ethyl]-1-oxo-3,4-dihydroisoquinoline-6-yl]oxymethyl]allyl]carbamate F\C=C(\CNC([O-])=O)/COC=1C=C2CCN(C(C2=CC1)=O)CC(=O)NC(C)C